C[Ge](C1=CC=CC=C1)C dimethylphenylgermanium